O=S1(CCN(CC1)C1=CC=C(C=N1)C1=NNC=2C1=NN(C(C2)=O)C2=C(C=CC=C2C)F)=O 3-(6-(1,1-Dioxidothiomorpholino)pyrid-3-yl)-5-(2-fluoro-6-methylphenyl)-1H-pyrazolo[4,3-c]pyridazin-6(5H)-on